ethyl 2-((4-fluoro-2-methylphenyl)amino)-4-(trifluoromethyl)benzoate FC1=CC(=C(C=C1)NC1=C(C(=O)OCC)C=CC(=C1)C(F)(F)F)C